4-(3,6-Diazabicyclo[3.1.1]heptan-6-yl)-2-fluoro-N-methylbenzamide C12CNCC(N1C1=CC(=C(C(=O)NC)C=C1)F)C2